tert-Butyl 3-[4-(3-chloro-2-fluoro-anilino)pyrido[3,2-d]pyrimidin-6-yl]azetidine-1-carboxylate ClC=1C(=C(NC=2C3=C(N=CN2)C=CC(=N3)C3CN(C3)C(=O)OC(C)(C)C)C=CC1)F